BrC1=C(C=CC=C1)C(=O)C1=NC=CC(=C1)C 2-bromophenyl-(4-methylpyridin-2-yl)methanone